3-methoxy-2',6'-dimethyl-[1,1'-biphenyl]-4-amine COC=1C=C(C=CC1N)C1=C(C=CC=C1C)C